(13S)-15-(2,6-difluorophenyl)-13-methyl-3-oxa-9-thia-11,14-diazatricyclo[8.5.0.02,8]-pentadeca-1(10),2(8),14-triene-12-thione FC1=C(C(=CC=C1)F)C1=N[C@H](C(NC=2SC=3CCCCOC3C12)=S)C